ethanedisulfonic acid magnesium chloride salt [Cl-].[Mg+2].C(CS(=O)(=O)O)S(=O)(=O)O.[Cl-]